CP(=O)(C)C1=C(C=CC=C1)NC1=NC(=NC=C1C(F)(F)F)NC1=CC(=C(C(=O)NOC)C=C1OC)F 4-((4-((2-(dimethylphosphoryl)phenyl)amino)-5-(trifluoromethyl)pyrimidin-2-yl)amino)-2-fluoro-N,5-Dimethoxybenzamide